N-(2-Amino-5-{5-azaspiro[2.4]heptan-5-ylmethyl}-3-trifluoromethylphenyl)-6-(ethylamino)-4-[2-(4-methyl-1,2,4-triazol-3-yl)phenyl]pyridine-2-carboxamide NC1=C(C=C(C=C1C(F)(F)F)CN1CC2(CC2)CC1)NC(=O)C1=NC(=CC(=C1)C1=C(C=CC=C1)C1=NN=CN1C)NCC